3-phenyl-1,2,4-thiadiazole C1(=CC=CC=C1)C1=NSC=N1